[N+](=O)([O-])C1=CC(=C(C(=O)O)C=C1)C=C 4-nitro-2-vinyl-benzoic acid